O1C(=NC=C1)C=1C=C(C=NC1)C=1C=C(C=CC1OC(F)(F)F)O 3-(5-(oxazol-2-yl)pyridin-3-yl)-4-(trifluoromethoxy)phenol